N-{2-(2-dimethylaminoethyl-methylamino)-4-methoxy-5-{[4-(1-methylindol-3-yl)-4-isopropoxycarbonylpyrimidin-2-yl]amino}phenyl}-cis-2,4-pentadieneamide CN(CCN(C1=C(C=C(C(=C1)OC)NC1=NC=CC(N1)(C(=O)OC(C)C)C1=CN(C2=CC=CC=C12)C)NC(\C=C/C=C)=O)C)C